2-Mercaptoethyltrimethylsilan SCC[Si](C)(C)C